Benzyl 3-(9-(1-bromoethyl)-4,7-dimethyl-5-oxo-4,5-dihydro-3H-pyrazolo[3,4-c]isoquinolin-3-yl)pyrrolidine-1-carboxylate BrC(C)C=1C=2C3=C(N(C(C2C=C(C1)C)=O)C)N(N=C3)C3CN(CC3)C(=O)OCC3=CC=CC=C3